C(C)(C)N1C(=NN=C1)C=1C=C(C=NC1)N 5-(4-isopropyl-4H-1,2,4-triazol-3-yl)pyridin-3-amine